OCC1CCN(CC1)C1=C(C=C2C(=N1)OC(C2)(C)C)C2=NN1C(N=CC=C1)=C2C(=O)N (6-(4-(hydroxymethyl)piperidin-1-yl)-2,2-dimethyl-2,3-dihydrofuro[2,3-b]pyridin-5-yl)pyrazolo[1,5-a]pyrimidine-3-carboxamide